FC(CCNC=1C=2N(C3=CC=C(C=C3N1)C(=O)OC)C=CC2)(C(F)(F)F)F Methyl 4-((3,3,4,4,4-Pentafluorobutyl)amino)pyrrolo[1,2-a]quinoxaline-7-carboxylate